bis-(2,4-di-t-butyl-phenyl)pentaerythritol diphosphite OP(O)OP(O)O.C(C)(C)(C)C1=C(C=CC(=C1)C(C)(C)C)C(O)(C(CO)(CO)CO)C1=C(C=C(C=C1)C(C)(C)C)C(C)(C)C